2-(2-(dimethylamino)ethoxy)-N-(4-(3-(piperidin-1-yl)cyclobutoxy)phenyl)acetamide CN(CCOCC(=O)NC1=CC=C(C=C1)OC1CC(C1)N1CCCCC1)C